1'-(2-Fluorophenyl)-3'-methyl-2-(3-methylbut-2-enoyl)-2H-spiro[phthalazine-1,4'-pyrazol]-5'(1'H)-one FC1=C(C=CC=C1)N1N=C(C2(C1=O)N(N=CC1=CC=CC=C12)C(C=C(C)C)=O)C